8-(2-chloro-4-(2-(piperazin-1-yl)ethoxy)phenyl)-9-((4-methyl-4H-1,2,4-triazol-3-yl)methyl)-6-(1-methylcyclopropoxy)-9H-purine ClC1=C(C=CC(=C1)OCCN1CCNCC1)C=1N(C2=NC=NC(=C2N1)OC1(CC1)C)CC1=NN=CN1C